methyl 4-((chlorosulfonyl)amino)-3-methoxybenzoate ClS(=O)(=O)NC1=C(C=C(C(=O)OC)C=C1)OC